OC1=CC=CC2=CC=C3C=CC=NC3=C21 10-hydroxybenzo-quinoline